4-(5-Cyano-2-methoxyphenyl)-N-(5-(3-(difluoromethyl)-2-fluorobenzoyl)-5,6-dihydro-4H-pyrrolo[3,4-d]thiazol-2-yl)-6-methyl-nicotinamide C(#N)C=1C=CC(=C(C1)C1=CC(=NC=C1C(=O)NC=1SC2=C(N1)CN(C2)C(C2=C(C(=CC=C2)C(F)F)F)=O)C)OC